CC1=CC=C(C=NN=C2NC(CC(N2)=O)C2=CC=C(C=C2)C)C=C1 2-((4-methylbenzylidene)hydrazineylidene)-6-(p-tolyl)tetrahydropyrimidin-4(1H)-one